(2S,4S)-1-tert-butoxycarbonyl-4-fluoro-pyrrolidine-2-carboxylic acid C(C)(C)(C)OC(=O)N1[C@@H](C[C@@H](C1)F)C(=O)O